{4'-(dibenzofuran-1-yl)-[1,1'-biphenyl]-4-yl}-4-(naphthalen-1-yl)phenyl-phenanthren-9-yl-amine C1(=CC=CC=2OC3=C(C21)C=CC=C3)C3=CC=C(C=C3)C3=CC=C(C=C3)N(C=3C2=CC=CC=C2C=2C=CC=CC2C3)C3=CC=C(C=C3)C3=CC=CC2=CC=CC=C32